BrC=1C=C(C=CC1)C1=NC(=NC(=N1)C=1C=CC2=C(SC3=C2C=CC=C3)C1)C1=CC=CC=C1 2-(3-bromophenyl)-4-(dibenzothiophen-3-yl)-6-phenyl-1,3,5-triazine